NC1=CC=C(C=C1)NCC(O)(P(O)(O)=O)P(O)(O)=O (2-((4-aminophenyl)amino)-1-hydroxyethane-1,1-diyl)bis(phosphonic acid)